C(C)(C)(C)OC(=O)N1[C@H](CN(CC1)CCOC1=C(C=C(C=C1)N1C(N(C(C1(C)C)=O)C1=CC(=C(C=C1)C#N)C(F)(F)F)=S)CC)C (S)-4-(2-(4-(3-(4-cyano-3-(trifluoromethyl)phenyl)-5,5-dimethyl-4-oxo-2-thioxoimidazolidin-1-yl)-2-ethylphenoxy)ethyl)-2-methylpiperazine-1-carboxylic acid tert-butyl ester